C[C@H]1CC[C@H]2C[C@@H]1C2(C)C (-)-trans-Pinane